2-(6-(((2R,6R)-2,6-dimethylpiperidin-4-yl)oxy)pyridazin-3-yl)-5-(1H-pyrazol-1-yl)phenol C[C@H]1N[C@@H](CC(C1)OC1=CC=C(N=N1)C1=C(C=C(C=C1)N1N=CC=C1)O)C